3-(4-(cyclobutylmethylcarbamoyl)-3-methoxy-phenyl)-5-methyl-4-(2-methyl-4-(prop-2-enylamino)phenyl)-1H-pyrrole-2-carboxamide C1(CCC1)CNC(=O)C1=C(C=C(C=C1)C1=C(NC(=C1C1=C(C=C(C=C1)NCC=C)C)C)C(=O)N)OC